CCC1=CC=CC(=C1)C 3-Ethylmethylbenzene